1-[2-chloro-4-[1,2,2,2-tetrafluoro-1-(trifluoromethyl)ethyl]-6-(trifluoromethyl)phenyl]pyrazol ClC1=C(C(=CC(=C1)C(C(F)(F)F)(C(F)(F)F)F)C(F)(F)F)N1N=CC=C1